COC1=CC=C(C=C1)N(C1=CC=CC=C1)C1=CC=C(C=C1)OC 4-(bis(4-methoxyphenyl)amino)benzene